FC(CC)(F)C1=CC=C(C=C1)C=1C(=CC=CC1)C(=O)O 4'-(1,1-difluoropropyl)[1,1'-biphenyl]-2-carboxylic acid